N[C@H](CC1=CC2=C(N=C(N=C2NCC=2OC=CC2)Cl)N1)C(C)C 6-[(2R)-2-amino-3-methylbutyl]-2-chloro-N-[(furan-2-yl)methyl]-7H-pyrrolo[2,3-d]pyrimidin-4-amine